(S)-4-(5-chloro-4-(cyclopropylsulfinyl)-2-methoxyphenyl)-N-(5-methoxy-1,3,4-thiadiazol-2-yl)-6-methylnicotinamide ClC=1C(=CC(=C(C1)C1=CC(=NC=C1C(=O)NC=1SC(=NN1)OC)C)OC)[S@@](=O)C1CC1